3-(2-(((1r,4r)-4-(azetidin-1-yl)cyclohexyl)amino)-5-methylpyrimidin-4-yl)-N-(5-Fluoropyridin-3-yl)imidazo[1,2-a]Pyridine-6-amine N1(CCC1)C1CCC(CC1)NC1=NC=C(C(=N1)C1=CN=C2N1C=C(C=C2)NC=2C=NC=C(C2)F)C